1,6-diaminodecane NCCCCCC(CCCC)N